6-((1r,4SR)-4-methoxycyclohexyl)quinoline-4-carboxylic acid tert-butyl ester C(C)(C)(C)OC(=O)C1=CC=NC2=CC=C(C=C12)C1CCC(CC1)OC